3-[6-(3,3-difluoro-4-piperidyl)-1-methyl-indazol-3-yl]piperidine-2,6-dione TFA salt OC(=O)C(F)(F)F.FC1(CNCCC1C1=CC=C2C(=NN(C2=C1)C)C1C(NC(CC1)=O)=O)F